4-(5-(2,6-dimethylphenoxy)-2-oxo-1-(3,3,3-trifluoropropyl)-1,2-dihydropyridin-4-yl)-6-methyl-1,6-dihydro-7H-pyrrolo[2,3-c]pyridin-7-one CC1=C(OC=2C(=CC(N(C2)CCC(F)(F)F)=O)C=2C3=C(C(N(C2)C)=O)NC=C3)C(=CC=C1)C